N1=C(C=CC=C1NC=1SC=CN1)C=1C=NC=CC1 N-([2,3'-bipyridyl]-6-yl)thiazol-2-amine